C12(CC(C1)C2)NC2=NC(=CC(=C2)N2[C@@H]([C@H](C2)CS(=O)(=O)C)C)N2N=CC=1C(=NC(=CC12)C=1C=NC=CC1OC)C N-(Bicyclo[1.1.1]pentan-1-yl)-6-(6-(4-methoxypyridin-3-yl)-4-methyl-1H-pyrazolo[4,3-c]pyridin-1-yl)-4-((2R,3S)-2-methyl-3-((methylsulfonyl)methyl)azetidin-1-yl)pyridin-2-amine